The molecule is an acyl-CoA oxoanion that is the pentaanion of 3-oxohexadecanedioyl-CoA, arising from deprotonation of the phosphate, diphosphate and carboxylic acid functions; major species at pH 7.3. It is a conjugate base of a 3-oxohexadecanedioyl-CoA. CC(C)(COP(=O)([O-])OP(=O)([O-])OC[C@@H]1[C@H]([C@H]([C@@H](O1)N2C=NC3=C(N=CN=C32)N)O)OP(=O)([O-])[O-])[C@H](C(=O)NCCC(=O)NCCSC(=O)CC(=O)CCCCCCCCCCCCC(=O)[O-])O